Sodium 2,3-bis((3-carboxypropanoyl)oxy)propyl ((R)-2,3-bis(tetradecanoyl-oxy)propyl) Phosphate P(=O)(OCC(COC(CCC(=O)O)=O)OC(CCC(=O)O)=O)(OC[C@@H](COC(CCCCCCCCCCCCC)=O)OC(CCCCCCCCCCCCC)=O)[O-].[Na+]